C(C)OC(=O)C=1C=NN(C1)C(C)C1=CC=C(C=C1)C1=NOC(=N1)C(F)(F)F 1-[1-[4-[5-(trifluoromethyl)-1,2,4-oxadiazol-3-yl]phenyl]ethyl]-1H-pyrazole-4-carboxylic acid ethyl ester